3-methoxy-N-methyl-4-{[3-(4-{[(1R,4R)-4-(dimethylamino)cyclohexyl]amino}-1-(2,2,2-trifluoro-ethyl)-1H-indol-2-yl)prop-2-yn-1-yl]amino}benzamide COC=1C=C(C(=O)NC)C=CC1NCC#CC=1N(C2=CC=CC(=C2C1)NC1CCC(CC1)N(C)C)CC(F)(F)F